[4-(3-cyanophenyl)-5-(4-methylquinazolin-6-yl)thiazol-2-yl]-6-oxa-2,9-diazaspiro[4.5]decane-2-carboxamide C(#N)C=1C=C(C=CC1)C=1N=C(SC1C=1C=C2C(=NC=NC2=CC1)C)C1N(CCC12OCCNC2)C(=O)N